potassium dihydroxypropionate OC(C(=O)[O-])(C)O.[K+]